C(CC)NC(O[C@H]1C[C@H](CC1)C1=NN(C(=C1)N)C(C)(C)C)=O (1R,3S)-3-(5-amino-1-tert-butyl-1H-pyrazol-3-yl)cyclopentyl propylcarbamate